COC(C1=CC(=C(C=C1)OCCCl)C#N)=O 4-(2-Chloroethoxy)-3-cyanobenzoic acid methyl ester